C([C@@H](O)C)(=O)OCC(O)CO Glycerol 1-L-(+)-Lactate